N-(4-aminobenzyl)azetidine-1-carboximidamide NC1=CC=C(CNC(=N)N2CCC2)C=C1